4-((6-Butoxypyridin-3-yl)methyl)-2-ethyl-1,2,4-thiadiazolidine-3,5-dione C(CCC)OC1=CC=C(C=N1)CN1C(N(SC1=O)CC)=O